NC1=NC=2C=CC(=CC2C2=C1C=NN2C)C(=O)N(CC2=NC=C(C=C2)C(F)(F)F)N2C(C1=CC=CC=C1CC2)=O 4-amino-1-methyl-N-(1-oxo-3,4-dihydroisoquinolin-2(1H)-yl)-N-((5-(trifluoromethyl)pyridin-2-yl)methyl)-1H-pyrazolo[4,3-c]quinoline-8-carboxamide